2-[3'-tert-butyl-5'-(2-methoxycarbonyl-ethyl)-2'-hydroxyphenyl]-2H-benzotriazole C(C)(C)(C)C=1C(=C(C=C(C1)CCC(=O)OC)N1N=C2C(=N1)C=CC=C2)O